((3-((2,3,5,6-Tetrafluoro-3'-(trifluoromethoxy)-[1,1'-biphenyl]-4-yl)carbamoyl)pyrazolo[1,5-a]pyridin-2-yl)oxy)methyl dihydrogen phosphate P(=O)(OCOC1=NN2C(C=CC=C2)=C1C(NC1=C(C(=C(C(=C1F)F)C1=CC(=CC=C1)OC(F)(F)F)F)F)=O)(O)O